3-Methylamino-1-pentylamin CNC(CCN)CC